FC1=CC(=C(OC=2N=NC(=CC2C(=O)NC2=CC(=NC=C2)S(=O)(=O)C)C(F)(F)F)C=C1)OC 3-(4-fluoro-2-methoxyphenoxy)-N-(2-(methylsulfonyl)pyridin-4-yl)-6-(trifluoromethyl)pyridazine-4-carboxamide